10-(4-fluorophenoxy)-6-methyl-1,2,3,4,5,6-hexahydroazepino[4,5-b]indole FC1=CC=C(OC=2C=3C4=C(N(C3C=CC2)C)CCNCC4)C=C1